(4-(naphthalen-2-ylmethoxy)benzyl)pyridin-3-amine C1=C(C=CC2=CC=CC=C12)COC1=CC=C(CC2=NC=CC=C2N)C=C1